6-[(1-cyano-1-methyl-ethyl)pyrazolo[1,5-a]pyridin-3-yl]-2-(difluoromethoxy)-N-[(1R,2S)-2-fluorocyclopropyl]-6-methoxy-benzamide C(#N)C(C)(C)C1=NN2C(C=CC=C2)=C1C1(C=CC=C(C1C(=O)N[C@H]1[C@H](C1)F)OC(F)F)OC